Cl.Cl.S(=O)(=O)(O)OS(=O)(=O)O disulphate dihydrochloride